BrC1=CC(=C2C=CN(C2=C1)C(=O)OC(C)(C)C)F tert-Butyl 6-bromo-4-fluoro-1H-indole-1-carboxylate